FC=1C=CC(=NC1)C1=NN2C(CCC(C2)(C)C)=C1C1=C2C(=NC=C1)NN=C2 4-[2-(5-Fluoro-2-pyridyl)-6,6-dimethyl-5,7-dihydro-4H-pyrazolo[1,5-a]pyridin-3-yl]-1H-pyrazolo[3,4-b]pyridine